(2S)-3-(3-Bromo-5-methylphenyl)-2-[(3R)-pyrrolidin-3-yl]propanoic acid hydrochloride Cl.BrC=1C=C(C=C(C1)C)C[C@H](C(=O)O)[C@@H]1CNCC1